(3R)-3-amino-5,5,7-trifluoro-8-[5-(1-methyl-1-methylsulfonyl-ethyl)-1,3,4-oxadiazol-2-yl]-1-[[4-[3-(trifluoromethyl)-1,2,4-triazol-1-yl]phenyl]methyl]-3,4-dihydro-1-benzazepin-2-one N[C@H]1C(N(C2=C(C(C1)(F)F)C=C(C(=C2)C=2OC(=NN2)C(C)(S(=O)(=O)C)C)F)CC2=CC=C(C=C2)N2N=C(N=C2)C(F)(F)F)=O